C1(CC1)OC=1C=C(C=CC1)C=1N=C(SC1)NC(CNC(OC(C)(C)C)=O)=O tert-butyl N-[2-[[4-[3-(cyclopropoxy)phenyl]thiazol-2-yl]amino]-2-oxoethyl]carbamate